methyl ([1,1'-biphenyl]-4-carbonyl)glycinate C1(=CC=C(C=C1)C(=O)NCC(=O)OC)C1=CC=CC=C1